NC1=NC=CC(=C1Cl)SC1=NN(C2=NC(=CN=C21)N2CCC1(CC2)C(C2=CC=CC=C2C1)NC(OC(C)(C)C)=O)C1OCCCC1 tert-butyl (1'-(3-((2-amino-3-chloropyridin-4-yl)thio)-1-(tetrahydro-2H-pyran-2-yl)-1H-pyrazolo[3,4-b]pyrazin-6-yl)-1,3-dihydrospiro[indene-2,4'-piperidin]-1-yl)carbamate